3,3',5,5'-tetrakis(bromoethyl)-1,1'-biphenyl BrCCC=1C=C(C=C(C1)CCBr)C1=CC(=CC(=C1)CCBr)CCBr